2-(3,4-dihydroxy-5-oxidophenyl)-3,5-dihydroxy-4-oxochroman-7-olate OC=1C=C(C=C(C1O)[O-])C1OC2=CC(=CC(=C2C(C1O)=O)O)[O-]